5-amino-1-(2,6-dichloro-4-methylphenyl)-4-aminosulfinyl-(sulfinamoyl)-1H-pyrazole-3-thiocarboxamide NC1=C(C(=NN1C1=C(C=C(C=C1Cl)C)Cl)C(NS(N)=O)=S)S(=O)N